COC[C@H](C1=CC=CC=C1)NC(=O)C=1C=C(C(=CC1)C1=C(C=CC=C1)C1=NC2=C(N1)C=CC(=C2)OC)C(=O)O 4-{[(1S)-2-methoxy-1-phenylethyl]carbamoyl}-2'-(5-methoxy-1H-1,3-benzodiazol-2-yl)-[1,1'-biphenyl]-2-carboxylic acid